OC[C@H](C1=CC=CC=C1)NC1=CC(=NC=C1C1=NC(=NO1)C1=NC=CC=C1)NC1=CC=C2C(=N1)N(N(C2=O)CCC)C(C)C (S)-6-((4-((2-hydroxy-1-phenylethyl)amino)-5-(3-(pyridin-2-yl)-1,2,4-oxadiazol-5-yl)pyridin-2-yl)amino)-1-isopropyl-2-propyl-1,2-dihydro-3H-pyrazolo[3,4-b]pyridin-3-one